C(CCCC)([O-])[O-] pentanediolate